C(C=C)SC(C(=O)C=1SC=CC1)C 2-allylthio-1-(thiophen-2-yl)propan-1-one